BrC=1C=CC=C2C=NC(=NC12)NC1=CC=C(C=N1)N1CC2(CN(C2)C(=O)OC(C)(C)C)C1 tert-butyl 6-(6-((8-bromoquinazolin-2-yl)amino)pyridin-3-yl)-2,6-diazaspiro[3.3]heptane-2-carboxylate